4-[[4-(4-amino-1-piperidyl)-4-oxo-butyl]amino]-2-(2,6-dioxo-3-piperidyl)isoindoline NC1CCN(CC1)C(CCCNC1=C2CN(CC2=CC=C1)C1C(NC(CC1)=O)=O)=O